N-(3-(3-((2,6-Dioxopiperidin-3-yl)amino)phenyl)prop-2-yn-1-yl)-5-(8-(7-isopropyl-1,3-dimethyl-2-oxo-2,3-dihydro-1H-benzo[d]imidazol-5-yl)isoquinolin-3-yl)-3-methylpicolinamide O=C1NC(CCC1NC=1C=C(C=CC1)C#CCNC(C1=NC=C(C=C1C)C=1N=CC2=C(C=CC=C2C1)C1=CC2=C(N(C(N2C)=O)C)C(=C1)C(C)C)=O)=O